((4-((2-((2,4-Dichlorophenoxy)methyl)pyridin-4-yl)oxy)piperidin-1-yl)methyl)-1-((1-ethyl-1H-imidazol-5-yl)methyl)-1H-benzo[d]imidazole-6-carboxylic acid ClC1=C(OCC2=NC=CC(=C2)OC2CCN(CC2)CC2=NC3=C(N2CC2=CN=CN2CC)C=C(C=C3)C(=O)O)C=CC(=C1)Cl